3-isopropyl-5-(1-(6-(4-(methylsulfonyl)phenyl)imidazo[2,1-b][1,3,4]thiadiazol-2-yl)piperidin-4-yl)-1,2,4-oxadiazol C(C)(C)C1=NOC(=N1)C1CCN(CC1)C1=NN2C(S1)=NC(=C2)C2=CC=C(C=C2)S(=O)(=O)C